C1(CC1)N1CC(N(CC1)C(=O)NCCCCC)(C)C 4-cyclopropyl-2,2-dimethyl-N-pentylpiperazine-1-carboxamide